CC12CC(CCC1O2)COC(=O)C2CC1(C(CC2)O1)C 3,4-epoxy-3-methylcyclohexylmethyl-3,4-Epoxy-3-methylcyclohexanecarboxylate